tert-Butyl (2S,3S)-3-(4-(2-fluoroethyl)piperazin-1-yl)-2-methylpyrrolidine-1-carboxylate FCCN1CCN(CC1)[C@@H]1[C@@H](N(CC1)C(=O)OC(C)(C)C)C